1,5-diphenyl-carbohydrazide C1(=CC=CC=C1)NNC(=O)NNC1=CC=CC=C1